(1R,3S)-3-{5-[2-(2-formyl-3-hydroxy-5-methoxyphenoxy)acetamido]-2H-pyrazol-3-yl}cyclopentyl N-(prop-2-yn-1-yl)carbamate C(C#C)NC(O[C@H]1C[C@H](CC1)C=1NN=C(C1)NC(COC1=C(C(=CC(=C1)OC)O)C=O)=O)=O